dodeca-7,9-dien-1-ylacetate C(CCCCCC=CC=CCC)CC(=O)[O-]